4-[5-fluoro-2-(1-methylpiperidin-4-yl)-1H-pyrrolo[2,3-b]pyridin-4-yl]-1-[4-(trifluoromethoxy)benzoyl]piperidine FC=1C(=C2C(=NC1)NC(=C2)C2CCN(CC2)C)C2CCN(CC2)C(C2=CC=C(C=C2)OC(F)(F)F)=O